FC(C=1C(=C(C=CC1)[C@@H](C)NC1=NN(C(C=2C1=CN(C(C2)=O)C2(CN(CC2)C(=O)OC(C)(C)C)C(F)(F)F)=O)C)F)F tert-butyl 3-(4-(((R)-1-(3-(difluoromethyl)-2-fluorophenyl)ethyl)amino)-2-methyl-1,7-dioxo-1,7-dihydropyrido[3,4-d]pyridazin-6(2H)-yl)-3-(trifluoromethyl)pyrrolidine-1-carboxylate